Azoline ammonium [NH4+].N1=CCCC1